FC1=C(C(=CC(=C1)NC=1C=2N(C=CN1)C(=CN2)C=2C(=NN(C2)CC=C)C(F)(F)F)C)C(=O)N2CCNCC2 [2-fluoro-6-methyl-4-[[3-[1-prop-2-enyl-3-(trifluoromethyl)pyrazol-4-yl]imidazo[1,2-a]pyrazin-8-yl]amino]phenyl]-piperazin-1-ylmethanone